N-(5'-fluoro-[3,3'-bipyridin]-6-yl)-4-(2-methyl-6,7-dihydropyrazolo[1,5-a]pyrimidin-4(5H)-yl)-4-oxobutanamide FC=1C=C(C=NC1)C=1C=NC(=CC1)NC(CCC(=O)N1C=2N(CCC1)N=C(C2)C)=O